ClC1=CC=C(C(=N1)C(=O)O)N[C@H](C)C1=C2N=C(C(=NC2=CC(=C1)C)C#N)N1C[C@H](CC1)C#N 6-chloro-3-(((R)-1-(2-cyano-3-((S)-3-cyanopyrrolidin-1-yl)-7-methylquinoxalin-5-yl)ethyl)amino)picolinic acid